ClC1=C(C(NC2=CC=C(N=C12)Cl)=O)C#N 4,6-dichloro-2-oxo-1,2-dihydro-1,5-naphthyridine-3-carbonitrile